FC1(CCN(CC1)C=1C=NN2C1N=CC(=C2)NC(C2=C(C=C(C=C2)NS(=O)(=O)CCO)N2CCC1(CC1)CC2)=O)F N-(3-(4,4-difluoropiperidin-1-yl)pyrazolo[1,5-a]pyrimidin-6-yl)-4-((2-hydroxyethyl)sulfonamido)-2-(6-azaspiro[2.5]octan-6-yl)benzamide